2-(1-(6,7-dimethoxyquinolin-4-yl)azetidin-3-yl)ethanamine 2,2,2-trifluoroacetate FC(C(=O)O)(F)F.COC=1C=C2C(=CC=NC2=CC1OC)N1CC(C1)CCN